(R)-4-(3-(hydroxymethyl)pyrrolidin-1-yl)-1-(o-tolyl)-7-(trifluoromethyl)pyrido[2,3-d]pyrimidin-2(1H)-one OC[C@H]1CN(CC1)C=1C2=C(N(C(N1)=O)C1=C(C=CC=C1)C)N=C(C=C2)C(F)(F)F